CC1=CC=C(C=C1)S(=O)(=O)OCC1CC(CCC1)=C (3-Methylenecyclohexyl)methyl 4-methylbenzenesulfonate